CC1=NC(=CC(=N1)OC1CCC(CC1)C(F)(F)F)[Sn](C)(C)C rel-2-methyl-4-{[(1r,4r)-4-(trifluoromethyl)cyclohexyl]oxy}-6-(trimethylstannyl)-pyrimidine